N-{(2S,3R)-1-(bicyclo[1.1.1]pentane-1-carbonyl)-2-[(3-chloro-2-fluorophenyl)methyl]-4,4-difluoropyrrolidin-3-yl}methanesulfonamide C12(CC(C1)C2)C(=O)N2[C@H]([C@H](C(C2)(F)F)NS(=O)(=O)C)CC2=C(C(=CC=C2)Cl)F